BrC1=CC2=C(C=C(O2)I)C=C1 6-bromo-2-iodo-1-benzofuran